C(#C)C=1SC=C(N1)NC(=O)N[C@@H](CO)C1=CC=C(C=C1)N1C(COCC1)=O (R)-1-(2-Ethynylthiazol-4-yl)-3-(2-hydroxy-1-(4-(3-oxomorpholino)phenyl)-ethyl)urea